2-amino-3-(4-hydroxyphenyl)-2-methylpropanoic acid NC(C(=O)O)(CC1=CC=C(C=C1)O)C